N,N,N-trimethylcyclohexyl-ammonium C[N+](C)(C)C1CCCCC1